1-(chloromethyl)-2-methyl-4-(trifluoromethyl)benzene ClCC1=C(C=C(C=C1)C(F)(F)F)C